1-[(3,5-Difluorophenyl)methyl]-3-(5-isobutyl-3-{5-[(2-methyl-1H-imidazol-1-yl)methyl]-2-pyridyl}-2-thienylsulfonyl)urea FC=1C=C(C=C(C1)F)CNC(=O)NS(=O)(=O)C=1SC(=CC1C1=NC=C(C=C1)CN1C(=NC=C1)C)CC(C)C